(E)-5-(2-ethoxyvinyl)-2-methoxypyrazine C(C)O/C=C/C=1N=CC(=NC1)OC